2-(7-((1R,3s,5S)-8-azabicyclo[3.2.1]octan-3-yl)-7H-imidazo[4,5-c]pyridazin-3-yl)-5-(1-methyl-1H-pyrazol-4-yl)phenol [C@H]12CC(C[C@H](CC1)N2)N2C=NC1=C2N=NC(=C1)C1=C(C=C(C=C1)C=1C=NN(C1)C)O